2-(2,5-dimethylpyridin-4-yl)-3-isopropyl-5-(piperidin-4-yl)-1H-indole CC1=NC=C(C(=C1)C=1NC2=CC=C(C=C2C1C(C)C)C1CCNCC1)C